N1(CC=CCC1)C(=O)O[C@@H]1C[C@@H](CC1)NC=1N=C2C(=NC1CC)C(=NC=C2C2=CN(C=C2)C2CCNCC2)N (1S,3R)-3-((5-amino-3-ethyl-8-(1-(piperidin-4-yl)-1H-pyrrol-3-yl)pyrido[3,4-b]pyrazin-2-yl)amino)cyclopentane-1-ol 5,6-dihydropyridine-1(2H)-carboxylate